1-cyclopropyl-2,2,3-trimethylbutan-1-one oxime C1(CC1)C(C(C(C)C)(C)C)=NO